(9-carbazolyl)-benzoic acid C1=CC=CC=2C3=CC=CC=C3N(C12)C1=C(C(=O)O)C=CC=C1